CC1=NOC(=C1CCC(=O)NCCN1N=C(C=CC1=O)C1=C(N=C(S1)C)C)C 3-(3,5-dimethyl-1,2-oxazol-4-yl)-N-[2-[3-(2,4-dimethyl-1,3-thiazol-5-yl)-6-oxopyridazin-1-yl]ethyl]propanamide